2-(4-(1H-indole-2-carbonyl)piperazin-1-yl)-N-((1-methoxycyclopropyl)methyl)-2-oxoacetamide N1C(=CC2=CC=CC=C12)C(=O)N1CCN(CC1)C(C(=O)NCC1(CC1)OC)=O